BrC=1C=C2C(=CNC(C2=C(C1)F)=O)F 6-bromo-4,8-difluoroisoquinolin-1(2H)-one